CNC(C(C)N1CCOCC1)=O N-methyl-2-morpholinopropanamide